N-(2,3-dihydro-1,4-benzoxazin-4-yl)-7-fluoro-8-(2,3,5-trifluorophenyl)quinoline O1CCN(C2=C1C=CC=C2)N2CC=CC1=CC=C(C(=C21)C2=C(C(=CC(=C2)F)F)F)F